CN([C@H]1CC[C@H]2CNC[C@H]21)C (3aS,4S,6aR)-N,N-dimethyloctahydrocyclopenta[c]pyrrol-4-amine